FC1=C(OCCOC2=CC=C(C(=O)O)C=C2OC)C=CC=C1 4-[2-(2-fluorophenoxy)ethoxy]-5-methoxy-benzoic Acid